C(C(=C)C)(=O)C(C#N)=C methacryloyl-acrylonitrile